tris(N-ethyl-N-methylpiperidinium) phosphate bis(trifluoromethanesulfonyl)imide salt [N-](S(=O)(=O)C(F)(F)F)S(=O)(=O)C(F)(F)F.P(=O)([O-])([O-])O.C(C)[N+]1(CCCCC1)C.C(C)[N+]1(CCCCC1)C.C(C)[N+]1(CCCCC1)C